1-(10-octylphenothiazin-3-yl)-1-octylketone C(CCCCCCC)N1C2=CC=CC=C2SC=2C=C(C=CC12)C(CCCCCCC)C(=O)C(CCCCCCC)C=1C=CC=2N(C3=CC=CC=C3SC2C1)CCCCCCCC